(S)-N-((S)-3-(2-chloro-4-hydroxyphenyl)-2-(dimethylamino)propyl)-3-cyclopropyl-3-phenylpropionamide ClC1=C(C=CC(=C1)O)C[C@@H](CNC(C[C@H](C1=CC=CC=C1)C1CC1)=O)N(C)C